C(C)(C)(C)OC(=O)N1C[C@H]([C@@H](CC1)OC1=CC(=CC=C1)C(F)(F)F)OC(=C)C |r| (±)-trans-3-(prop-1-en-2-yloxy)-4-(3-(trifluoromethyl)phenoxy)piperidine-1-carboxylic acid tert-butyl ester